1-(4-(5-(difluoromethyl)-1,3,4-oxadiazol-2-yl)-2-fluorobenzyl)-5,5-dimethyl-3-phenylimidazolidin-2,4-dione FC(C1=NN=C(O1)C1=CC(=C(CN2C(N(C(C2(C)C)=O)C2=CC=CC=C2)=O)C=C1)F)F